C(C)(C)(C)OC(=O)N1C[C@@H](C(C1)=C)SC1=CC=C(C=C1)Cl (R)-3-((4-chlorophenyl)thio)-4-methylenepyrrolidine-1-carboxylic acid tert-butyl ester